BrC=1N(C2=C(C(NCC2)=O)N1)C 2-bromo-1-methyl-1,5,6,7-tetrahydro-4H-imidazo[4,5-c]pyridin-4-one